2-hydroxyethylpropylenediamine OCCNC(CN)C